N(=[N+]=[N-])[C@@H]1[C@@H](CN(CC1)C(=O)OC(C)(C)C)O tert-Butyl (3R,4S)-4-azido-3-hydroxy-piperidine-1-carboxylate